O=C1NC(CCC1N1C(N(C2=C1C=CC=C2C=2CN(CC2)C(=O)OC(C)(C)C)C)=O)=O Tert-butyl 3-[1-(2,6-dioxopiperidin-3-yl)-3-methyl-2-oxo-1,3-benzodiazol-4-yl]-2,5-dihydropyrrole-1-carboxylate